3-methoxy-4-(methylthio)benzaldehyde COC=1C=C(C=O)C=CC1SC